1-((((S)-1-(2-chlorophenyl)-2-oxocyclohexyl)(methyl)carbamoyl)oxy)ethyl (tert-butoxycarbonyl)glycinate C(C)(C)(C)OC(=O)NCC(=O)OC(C)OC(N(C)[C@]1(C(CCCC1)=O)C1=C(C=CC=C1)Cl)=O